9-phenyltetracyclo[6.2.1.13,6.02,7]dodeca-4-ene C1(=CC=CC=C1)C1C2C3C4C=CC(C3C(C1)C2)C4